FC(S(=O)(=O)C(CCCCCCCCCCCN)N)(F)F (trifluoromethanesulfonyl)-dodecane-1,12-diamine